6-{[5-(2-Hydroxypropan-2-yl)pyridin-2-yl]amino}-4-{[3-methoxy-4-(5-methyl-1,2,4-oxadiazol-3-yl)pyridin-2-yl]amino}-N-(2H3)methylpyridazin-3-carboxamid OC(C)(C)C=1C=CC(=NC1)NC1=CC(=C(N=N1)C(=O)NC([2H])([2H])[2H])NC1=NC=CC(=C1OC)C1=NOC(=N1)C